(3R,7R)-2-(3,4-dichlorobenzoyl)-3,7-dimethyl-9-(1-(6-(5-methyl-1H-1,2,4-triazol-1-yl)pyridin-3-yl)ethyl)-1,2,3,4,8,9-hexahydropyrido[4',3':3,4]pyrazolo[1,5-a]pyrazin-10(7H)-one ClC=1C=C(C(=O)N2CC=3C(=NN4C3C(N(C[C@H]4C)C(C)C=4C=NC(=CC4)N4N=CN=C4C)=O)C[C@H]2C)C=CC1Cl